6-(Endo-3-amino-3-methyl-8-azabicyclo[3.2.1]oct-8-yl)-3-(3,4-dichloro-2-methyl-2H-indazol-5-yl)-5-methyl-1,5-dihydro-4H-pyrazolo[3,4-d]pyrimidin-4-one NC1(CC2CCC(C1)N2C=2N(C(C1=C(N2)NN=C1C1=C(C2=C(N(N=C2C=C1)C)Cl)Cl)=O)C)C